CC=1N(N=C2C3=C(C(C(C12)=O)=O)C=CC=C3)S(=O)(=O)C=3C=CC=C1C=CC=NC31 3-methyl-2-(quinolin-8-ylsulfonyl)-2H-benzo[g]indazole-4,5-dione